COC(=O)C1(CCCCC1)OC1=NC=C(C=C1)C trans-((5-Methylpyridin-2-yl)oxy)cyclohexanecarboxylic acid methyl ester